4-oxo-butyrylpyrrolidine O=CCCC(=O)N1CCCC1